O=C(CC1=[N+](C=CC=C1)[O-])N1CCCC1 (2-oxo-2-(pyrrolidin-1-yl)ethyl)pyridine 1-oxide